1-(cyclopropanecarbonyl)-4-methyl-piperidine magnesium iminodisuccinate N(C(C(=O)[O-])CC(=O)[O-])C(C(=O)[O-])CC(=O)[O-].[Mg+2].C1(CC1)C(=O)N1CCC(CC1)C.[Mg+2]